6-methyl-5-(4-oxa-7-azaspiro[2.5]oct-7-yl)pyridazine-3-carbonitrile CC1=C(C=C(N=N1)C#N)N1CCOC2(CC2)C1